CC1N2COCC2CO1 methyl-1-aza-3,7-dioxabicyclo[3.3.0]octane